C1(=CC=CC=C1)C(C1CCNCC1)C=1C=C(C=CC1)C 4-(phenyl-(m-tolyl)methyl)piperidine